4-(3-methyl-5-oxo-4,5-dihydro-1H-pyrazol-1-yl)-N-[(1s,4s)-4-{[2,6-bis(trifluoromethyl)pyridin-4-yl]amino}cyclohexyl]benzamide CC1=NN(C(C1)=O)C1=CC=C(C(=O)NC2CCC(CC2)NC2=CC(=NC(=C2)C(F)(F)F)C(F)(F)F)C=C1